6-(2-Hydroxyphenyl)-5-(4-(4-isopropylpiperazin-1-yl)phenyl)-7,8-dihydronaphthalen-2-ol OC1=C(C=CC=C1)C1=C(C=2C=CC(=CC2CC1)O)C1=CC=C(C=C1)N1CCN(CC1)C(C)C